(R)-2-((5-chloro-2-hydroxyphenyl)(1H-indol-2-yl)methyl)-6-(4-(4-(1-methylpiperidin-4-yl)piperazin-1-yl)phenyl)isoindolin-1-one ClC=1C=CC(=C(C1)[C@@H](N1C(C2=CC(=CC=C2C1)C1=CC=C(C=C1)N1CCN(CC1)C1CCN(CC1)C)=O)C=1NC2=CC=CC=C2C1)O